IC1=CC(=C(N)C=C1)CC1=CC=C(C=C1)OC 4-iodo-2-(4-methoxybenzyl)aniline